2-((2S,4S)-1-acryloyl-4-(8-chloro-7-(3-chloro-2-methylphenyl)-4-(3-(dimethylamino)azetidin-1-yl)-1H-imidazo[4,5-c]quinolin-1-yl)piperidin-2-yl)acetonitrile C(C=C)(=O)N1[C@@H](C[C@H](CC1)N1C=NC=2C(=NC=3C=C(C(=CC3C21)Cl)C2=C(C(=CC=C2)Cl)C)N2CC(C2)N(C)C)CC#N